2-(benzyloxy)-3-(benzylsulfanyl)-5-chloropyridine C(C1=CC=CC=C1)OC1=NC=C(C=C1SCC1=CC=CC=C1)Cl